N1CCC(CC1)CCCNC=1C=C2C(NC(C2=CC1)=O)=O 5-((3-(piperidin-4-yl)propyl)amino)isoindoline-1,3-dione